C(C=C)(=O)NC=1C(=CC(=C(C1)NC1=CC(=NC=N1)N1OCC[C@@H]1C=1C=C(C(=O)O)C=CC1)OC)N1CCN(CC1)C (R)-3-(2-(6-((5-acrylamido-2-methoxy-4-(4-methylpiperazin-1-yl)phenyl)-amino)pyrimidin-4-yl)isoxazolidin-3-yl)benzoic acid